benzyl 12-oxo-2-oxa-7,11-diazadispiro[3.0.55.34]tridecane-7-carboxylate O=C1NC2(C3(COC3)C1)CN(CCC2)C(=O)OCC2=CC=CC=C2